methyl 3,5-diethoxybenzoate C(C)OC=1C=C(C(=O)OC)C=C(C1)OCC